1,6-naphthalenedicarbonyl dichloride C1(=CC=CC2=CC(=CC=C12)C(=O)Cl)C(=O)Cl